N-phenyl-3-aminopropyl-methyl-dimethoxysilane C1(=CC=CC=C1)NCCC[Si](OC)(OC)C